2-[(1R)-1-aminomethyl]-6-(trifluoromethyl)pyridin-4-amine NCC1=NC(=CC(=C1)N)C(F)(F)F